CC1=CC=CC(=N1)N1N=CC=2CC(CCC12)C(=O)O 1-(6-methylpyridin-2-yl)-4,5,6,7-tetrahydro-1H-indazole-5-carboxylic acid